4-fluoro-3-iodo-1-(tetrahydro-2H-thiopyran-2-yl)-1H-indazole-6-carbaldehyde FC1=C2C(=NN(C2=CC(=C1)C=O)C1SCCCC1)I